C(#N)C1=C(C=C(C=C1)F)[C@H]([C@@H](C)C=1N(C(C(=C(N1)C(=O)NC=1C=NOC1)O)=O)C)C=1C=NN(C1)CCOC 2-((1S,2R)-1-(2-cyano-5-fluorophenyl)-1-(1-(2-methoxyethyl)-1H-pyrazol-4-yl)propan-2-yl)-5-hydroxy-N-(isoxazol-4-yl)-1-methyl-6-oxo-1,6-dihydropyrimidine-4-carboxamide